(R)-5-(aminomethyl)pyrrolidin-2-one hydrochloride Cl.NC[C@H]1CCC(N1)=O